copper asparaginate N[C@@H](CC(N)=O)C(=O)[O-].[Cu+2].N[C@@H](CC(N)=O)C(=O)[O-]